CC1(OB(OC1(C)C)C=1C=CC(=NC1)CN1CCN(CC1)C(=O)OC(C)(C)C)C Tert-butyl 4-((5-(4,4,5,5-tetramethyl-1,3,2-dioxaborolan-2-yl)pyridin-2-yl)methyl)piperazine-1-carboxylate